4-[[4-chloro-6-(trifluoromethyl)-3-quinolyl]sulfonyl]morpholine ClC1=C(C=NC2=CC=C(C=C12)C(F)(F)F)S(=O)(=O)N1CCOCC1